C(N)(=O)C=1C=C(C=CC1)NC(C1=C(C=C(C(=C1)Cl)Cl)OC1=CC(=C(C=C1)OC)F)=O N-(3-carbamoylphenyl)-4,5-dichloro-2-(3-fluoro-4-methoxyphenoxy)benzamide